(1S,2S)-N-(8-amino-6-(4-ethylpyrimidin-5-yl)-2,7-naphthyridin-3-yl)-2-fluorocycloPropanecarboxamide NC=1N=C(C=C2C=C(N=CC12)NC(=O)[C@H]1[C@H](C1)F)C=1C(=NC=NC1)CC